(1S,3R)-N-(7-chloro-6-(1-(oxetan-3-yl)piperidin-4-yl)isoquinolin-3-yl)-2-fluorocyclopropane-1-carboxamide ClC1=C(C=C2C=C(N=CC2=C1)NC(=O)[C@H]1C(C1)F)C1CCN(CC1)C1COC1